4-((2-((1R,2S)-2-chloro-2-fluorocyclopropyl)-1H-imidazol-4-yl)methyl)pyridine Cl[C@@]1([C@H](C1)C=1NC=C(N1)CC1=CC=NC=C1)F